CC(=CC1=C(C=C(C=C1)O)O)CCC=C(C)C 4-(2,6-dimethylhept-1,5-dienyl)benzene-1,3-diol